ClC1=CC=CC2=C1C(=NO2)NS(=O)(=O)C2=CC=C(C=C2)OC(F)(F)F N-(4-chlorobenzo[d]isoxazol-3-yl)-4-(trifluoromethoxy)benzenesulfonamide